5-azoniaspiro[4.4]Nonan C1CCC[N+]12CCCC2